2-(3,5-bis-trifluoromethyl-phenyl)-N-[4-(4-fluoro-2-methyl-phenyl)-1-methanesulfonyl-1H-pyrazolo[3,4-b]-pyridin-5-yl]-N-methyl-isobutyramide FC(C=1C=C(C=C(C1)C(F)(F)F)C(C(=O)N(C)C=1C(=C2C(=NC1)N(N=C2)S(=O)(=O)C)C2=C(C=C(C=C2)F)C)(C)C)(F)F